COC=1C=C(C=C(C1C)OC)C1=C(C=C(C=C1)NC1(CCOCC1)C(=O)O)CC[C@@H]1COCC1 (S)-4-((3',5'-dimethoxy-4'-methyl-2-(2-(tetrahydrofuran-3-yl)ethyl)-[1,1'-biphenyl]-4-yl)amino)tetrahydro-2H-pyran-4-carboxylic acid